C(C)[C@@H]1N(CCOC1)C1=CC(=NC(=N1)C1=CC=C2C(=N1)C=C(N2)CO[Si](C(C)C)(C(C)C)C(C)C)CS(=O)(=O)N(C)C 1-{6-[(3S)-3-ethylmorpholin-4-yl]-2-[2-({[tris(propan-2-yl)silyl]oxy}methyl)-1H-pyrrolo[3,2-b]pyridin-5-yl]pyrimidin-4-yl}-N,N-dimethylmethanesulfonamide